[4-(4,4,5,5-tetramethyl-1,3,2-dioxaborolan-2-yl)phenyl]-1,2-dihydropyridine-3-carboxamide CC1(OB(OC1(C)C)C1=CC=C(C=C1)N1CC(=CC=C1)C(=O)N)C